S1C=CC2=C1C(OCC21CCCC1)CNCC[C@]1(CCC(C2(CCCC2)C1)=O)C1=NC=CC=C1 N-((5'H,7'H-spiro[cyclopentane-1,4'-thieno[2,3-c]pyran]-7'-yl)methyl)-2-((R)-9-(pyridin-2-yl)-6-oxospiro[4.5]dec-9-yl)ethylamine